NC=1C=2N(C3=CC(=C(C=C3N1)F)C(=O)N1CC3(CC3)CC[C@H]1C1=CC=C(C=C1)C(F)(F)F)C=NC2 (S)-(4-amino-7-fluoroimidazo[1,5-a]quinoxalin-8-yl)(6-(4-(trifluoromethyl)phenyl)-5-azaspiro[2.5]octan-5-yl)methanone